2-Methyl-2-(4-methylpent-3-enyl)-7-phenyl-5-chromenol CC1(OC=2C=C(C=C(C2C=C1)O)C1=CC=CC=C1)CCC=C(C)C